ClC1=C2C=C(C(NC2=CC=C1)=O)OC(=O)C1=CC2=C(N1)C=CO2 4H-Furano[3,2-b]pyrrole-5-carboxylic acid 5-chloro-2-oxo-1,2-dihydroquinolin-3-yl ester